(S)-5-(((4-(2-hydroxy-4-(trifluoromethyl)phenyl)phthalazin-1-yl)amino)methyl)pyrrolidin-2-one OC1=C(C=CC(=C1)C(F)(F)F)C1=NN=C(C2=CC=CC=C12)NC[C@@H]1CCC(N1)=O